FC(C1=NN2C(N=CC3=C2C(CN3C(=O)OC(C)(C)C)(C(F)(F)F)C)=C1)F Tert-butyl 2-(difluoromethyl)-8-methyl-8-(trifluoromethyl)-7,8-dihydro-6H-pyrazolo[1,5-a]pyrrolo[2,3-e]pyrimidine-6-carboxylate